FC1=CC2=C(C=N1)N=C(N2)C=2C=C(C=CC2)NC2=NC=C(C=N2)C2=NC=CC=C2 N-(3-(6-fluoro-1H-imidazo[4,5-c]pyridin-2-yl)phenyl)-5-(pyridin-2-yl)pyrimidin-2-amine